4-[4-({6-[4-(tert-butoxycarbonylamino-methyl)-phenylcarbamoyl]-pyridine-3-carbonyl}-amino)-phenyl]-3,6-dihydro-2H-pyridine-1-carboxylic acid tert-butyl ester C(C)(C)(C)OC(=O)N1CCC(=CC1)C1=CC=C(C=C1)NC(=O)C=1C=NC(=CC1)C(NC1=CC=C(C=C1)CNC(=O)OC(C)(C)C)=O